5-(6-chloro-4-(methylamino)pyridin-3-yl)-1,3,4-thiadiazole ClC1=CC(=C(C=N1)C1=NN=CS1)NC